C(C)(C)NC(N(C)[C@@H]1C[C@@H](CC1)C1=CC(=NN1)NC(CC1=CC(=NO1)C)=O)=O N-(5-((1R,3S)-3-(3-isopropyl-1-methylureido)cyclopentyl)-1H-pyrazol-3-yl)-2-(3-methylisoxazol-5-yl)acetamide